2-[6-(4-Chloro-3-methyl-phenyl)pyrazolo[3,4-b]pyrazin-1-yl]-N,N-dimethyl-acetamide ClC1=C(C=C(C=C1)C1=CN=C2C(=N1)N(N=C2)CC(=O)N(C)C)C